(E)-N-(4-aminophenyl)-α-cyano-4-hydroxycinnamamide NC1=CC=C(C=C1)NC(\C(=C\C1=CC=C(C=C1)O)\C#N)=O